6-(4-(3-(3-chloro-4-fluorophenyl)-1-(2-methoxyethyl)-1H-pyrrolo[2,3-b]pyridine-6-carbonyl)-3,3-dimethylpiperazin-1-yl)-2,4-dimethylnicotinic acid ClC=1C=C(C=CC1F)C1=CN(C2=NC(=CC=C21)C(=O)N2C(CN(CC2)C2=NC(=C(C(=O)O)C(=C2)C)C)(C)C)CCOC